2,5-difluorobenzene-1,4-diamine FC1=C(C=C(C(=C1)N)F)N